8-Bromo-4'-chloro-2'-(methylthio)-3,4,5',8'-tetrahydro-2H-spiro[naphthalene-1,7'-pyrano[4,3-d]pyrimidine] BrC=1C=CC=C2CCCC3(CC=4N=C(N=C(C4CO3)Cl)SC)C12